CC1([C@H]([C@@H]1C1=CC=C(C=C1)B1OC(C(O1)(C)C)(C)C)C1=NC(=NO1)C1=CC=CC=C1)C 5-{trans-2,2-dimethyl-3-[4-(4,4,5,5-tetramethyl-1,3,2-dioxaborolan-2-yl)phenyl]cyclopropyl}-3-phenyl-1,2,4-oxadiazole